(3S,4R)-3-fluoro-1-(2-(6-((R)-3-fluoropyrrolidin-1-yl)pyridin-3-yl)thiazolo[4,5-c]pyridin-6-yl)piperidin-4-amine F[C@H]1CN(CC[C@H]1N)C1=CC2=C(C=N1)N=C(S2)C=2C=NC(=CC2)N2C[C@@H](CC2)F